methyl 2-(6-acetyl-2-(4-(2,4-difluorophenoxy)piperidin-1-yl)-5,6,7,8-tetrahydropyrido[3,4-b]pyrazin-3-yl)cyclopropane-1-carboxylate C(C)(=O)N1CC2=NC(=C(N=C2CC1)N1CCC(CC1)OC1=C(C=C(C=C1)F)F)C1C(C1)C(=O)OC